ethyl-3-amino-3-methylbutanoate hydrochloride Cl.C(C)OC(CC(C)(C)N)=O